4-(4-methylpiperazin-1-yl)benzoic acid CN1CCN(CC1)C1=CC=C(C(=O)O)C=C1